NC(CNCC(=O)O)CCCC N-(2-aminohexyl)glycine